C1(CC1)N1N=C(C(=C1)F)[S@](=O)(N)=NC(NC1=C2C(=NC3=C1CCC3)C3(CC2)CC3)=O |o1:9| (S) or (R)-1-cyclopropyl-4-fluoro-N'-((1',5',6',7'-tetrahydro-2'H-spiro[cyclopropane-1,3'-dicyclopenta[b,e]pyridin]-8'-yl)carbamoyl)-1H-pyrazole-3-sulfonimidamide